N-3-cyanophenylformamide C(#N)C=1C=C(C=CC1)NC=O